N2-(4,4-difluorocyclohexyl)-6-(6-(trifluoromethyl)pyridin-2-yl)-N4-(2-(trifluoromethyl)pyridin-4-yl)-1,3,5-triazine-2,4-diamine FC1(CCC(CC1)NC1=NC(=NC(=N1)NC1=CC(=NC=C1)C(F)(F)F)C1=NC(=CC=C1)C(F)(F)F)F